(3Z)-1-bromo-8,8-diethoxy-3-octene BrCC\C=C/CCCC(OCC)OCC